BrC=1C=C(C=NC1)C(O)C1=NN=CN1C (5-bromopyridin-3-yl)-(4-methyl-4H-1,2,4-triazol-3-yl)methanol